C(C1=CC=CC=C1)OC[C@@H](CS)N1N=C2N(C=CC=C2)C1=O (S)-2-(1-(benzyloxy)-3-mercaptopropan-2-yl)-[1,2,4]triazolo[4,3-a]pyridin-3(2H)-one